CC([C@H](N)C(=S)O)C(=O)O 3-methylthioaspartic acid